CC=1C=C(C(=O)N2CCC=3C2=CN=CC3C3=CC=C(C#N)C=C3)C=CC1 4-[1-(3-methylbenzoyl)-2,3-dihydro-1H-pyrrolo[2,3-c]pyridin-4-yl]benzonitrile